tert-butyl (S)-((4,4-difluorocyclohexyl)(4-fluoro-5-(2-methoxyacetyl)benzo[d]oxazol-2-yl)methyl)carbamate FC1(CCC(CC1)[C@@H](C=1OC2=C(N1)C(=C(C=C2)C(COC)=O)F)NC(OC(C)(C)C)=O)F